ClC1=CC=CC(=N1)C1=NC(=NC(=N1)NC(C)C)NC1=CC(=CC=C1)S(=O)(=O)C 6-(6-chloropyridin-2-yl)-N2-isopropyl-N4-(3-(methylsulfonyl)phenyl)-1,3,5-triazine-2,4-diamine